FC=1C(=CC2=C([C@@H](CO2)NC)C1)C1(CC1)C#N [(3S)-5-fluoro-3-(methylamino)-2,3-dihydrobenzofuran-6-yl]cyclopropanecarbonitrile